(S)-N-(4-(2,5-difluoro-phenyl)-2-(3-fluoropyrrolidin-1-yl)pyridin-3-yl)-1-methylpiperidine-4-carboxamide FC1=C(C=C(C=C1)F)C1=C(C(=NC=C1)N1C[C@H](CC1)F)NC(=O)C1CCN(CC1)C